NC=1N=C(C2=C(N1)CN(C2=O)[C@H]2[C@H](CCCC2)O)N2N=CC(=C2)OCC 2-Amino-4-(4-ethoxy-1H-pyrazol-1-yl)-6-((1R,2S)-2-hydroxycyclohexyl)-6,7-dihydro-5H-pyrrolo[3,4-d]pyrimidin-5-one